tert-butyl (R)-(1-(5-fluoro-2-hydroxyphenyl)ethyl)carbamate FC=1C=CC(=C(C1)[C@@H](C)NC(OC(C)(C)C)=O)O